(1R)-2-amino-1-[6-[4-chloro-2-(2-methyl-5-pyridin-2-ylpyrazol-3-yl)oxyphenyl]pyridin-3-yl]ethanol NC[C@H](O)C=1C=NC(=CC1)C1=C(C=C(C=C1)Cl)OC=1N(N=C(C1)C1=NC=CC=C1)C